1-[6-[(4-fluorophenyl)methyl]-3-(hydroxymethyl)-3-methyl-indolin-1-yl]-2-[(2R,5R)-5-methyl-2-[[(3R)-3-methylmorpholin-4-yl]methyl]piperazin-1-yl]ethanone dihydrochloride Cl.Cl.FC1=CC=C(C=C1)CC1=CC=C2C(CN(C2=C1)C(CN1[C@H](CN[C@@H](C1)C)CN1[C@@H](COCC1)C)=O)(C)CO